Allylbromid C(C=C)Br